C1(CC1)C1=CC(=NC=2N1N=C(C2)C2=C(C=C(C=C2)N2C[C@H](CC2)O)F)C(=O)N2[C@@H](C1=CC=CC=C1CC2)C (3S)-1-(4-{7-cyclopropyl-5-[(1R)-1-methyl-1,2,3,4-tetrahydroisoquinoline-2-carbonyl]-pyrazolo[1,5-a]pyrimidin-2-yl}-3-fluorophenyl)pyrrolidin-3-ol